COC(C1=C(C=C(C=C1)NC(=O)C1=NC(=CC(=C1)Cl)N1[C@@H](CCCC1)CC)C)=O (R)-4-(4-chloro-6-(2-ethylpiperidin-1-yl)pyridinamido)-2-methylbenzoic acid methyl ester